C(C1=CC=CC=C1)(C1=CC=CC=C1)N1CC(C1)=O 1-benzhydryl-azetidin-3-one